C=1N=CN2C1C1=CC=CC=C1[C@@H]2C2[C@@H](C=1N(CC2)N=C(C1)C)O (S)-5-((s)-5H-imidazo[5,1-a]isoindol-5-yl)-2-methyl-4,5,6,7-tetrahydropyrazolo[1,5-a]pyridin-4-ol